FC1=C(C=C(C(=C1)F)C)NC(=O)N[C@@H](C)C=1N(N=CN1)C1=NC=CC=N1 1-(2,4-difluoro-5-methyl-phenyl)-3-[(1S)-1-(2-pyrimidin-2-yl-1,2,4-triazol-3-yl)ethyl]urea